ClC1=C(C(=C(C(C1=O)=O)Cl)Cl)Cl tetrachloro-1,2-benzoquinone